ClC=1C(=C(C=CC1)C(C(=O)O)(C)F)C 2-(3-Chloro-2-methyl-phenyl)-2-fluoro-propionic acid